O1C=NC2=C1C=CC(=C2)O benzo[d]oxazol-5-ol